(S)-3-((3',4'-difluoro-5-(methoxycarbonyl)-[1,1'-biphenyl]-2-yl)oxy)pyrrolidine-1-carboxylic acid tert-butyl ester C(C)(C)(C)OC(=O)N1C[C@H](CC1)OC1=C(C=C(C=C1)C(=O)OC)C1=CC(=C(C=C1)F)F